4-([1H-pyrazolo[4,3-d]pyrimidin-7-ylamino]methyl)-phenylboronic acid N1N=CC=2N=CN=C(C21)NCC2=CC=C(C=C2)B(O)O